FC(C=1C=C(C=C(C1)C(F)(F)F)C(C(=O)N(C)C=1C(=C2C(=NC1)N(N=C2)CC)C2=C(C=C(C=C2)F)C)(C)C)(F)F 2-(3,5-bis-trifluoromethyl-phenyl)-N-[1-ethyl-4-(4-fluoro-2-methyl-phenyl)-1H-pyrazolo[3,4-b]pyridin-5-yl]-N-methyl-isobutyramide